(S)-4-Chloro-5-(methyl(1-(3-oxo-3-(4-(5-(trifluoromethyl)pyrimidin-2-yl)piperazin-1-yl)propoxy)propan-2-yl)amino)pyridazin-3(2H)-one ClC=1C(NN=CC1N([C@H](COCCC(N1CCN(CC1)C1=NC=C(C=N1)C(F)(F)F)=O)C)C)=O